ClC1=CC=C(C=C1)C(NCCN(C)C)C1CCN(CC1)C1=C2C(=NC=N1)NN=C2C(F)(F)F (+)-N-((4-chlorophenyl)(1-(3-(trifluoromethyl)-1H-pyrazolo[3,4-d]pyrimidin-4-yl)piperidin-4-yl)methyl)-N2,N2-dimethylethane-1,2-diamine